FC(OC1=CC=C(C=C1)C=CC(=O)C1=CC=C(C=C1)O)F 3-[4-(Difluoromethoxy)phenyl]-1-(4-hydroxyphenyl)prop-2-en-1-one